fluoro-3',4'-dihydro-1'H-spiro[[1,3]dioxolan-2,2'-naphthalene]-6'-ol FC1C2(CCC3=CC(=CC=C13)O)OCCO2